3-(1-(4-(5-(difluoromethyl)-1,3,4-oxadiazol-2-yl)-2-fluorobenzyl)-1H-1,2,3-triazol-4-yl)benzaldehyde FC(C1=NN=C(O1)C1=CC(=C(CN2N=NC(=C2)C=2C=C(C=O)C=CC2)C=C1)F)F